2-(6-{5-chloro-2-[(oxacyclohex-4-yl)amino]pyrimidin-4-yl}-1-oxo-2,3-dihydro-1H-isoindol-2-yl)-N-[(1S)-2-hydroxy-1-(6-methylpyridin-2-yl)ethyl]acetamide ClC=1C(=NC(=NC1)NC1CCOCC1)C1=CC=C2CN(C(C2=C1)=O)CC(=O)N[C@H](CO)C1=NC(=CC=C1)C